C1(=CC=CC=C1)SC1=CC=C(C=C1)C1C(SC=C1)=O [4-(phenylthio)phenyl]-2-thiophen-one